C1(=CC=C(C=C1)C(=O)OCC1(COC1)CC)C(=O)OCC1(COC1)CC bis[(3-ethyloxetan-3-yl) methyl] benzene-1,4-dicarboxylate